N1=C(C=CC=2CCCNC12)CCCCCCC[C@@H](C(=O)O)NC(=O)[C@@H]1COCC1 (S)-9-(5,6,7,8-tetrahydro-1,8-naphthyridin-2-yl)-2-((S)-tetrahydrofuran-3-carboxamido)nonanoic acid